C([C@H](O)C)(=O)O |r| (+/-)-DL-lactic acid